COC(=O)C=1C(=CC=2N(C1)C=C(N2)C2CCOCC2)OC 7-methoxy-2-(tetrahydro-2H-pyran-4-yl)imidazo[1,2-a]pyridine-6-carboxylic acid methyl ester